4-carbamoyl-2-deoxy-β-D-rhamnose C(N)(=O)[C@@]1([C@@H](C[C@H](O)O[C@@H]1C)O)O